[Pd].[In] indium-palladium